C1(CC1)C1=CC(=NN1)NC(CN1N=CC(=C1)C=1CNCCC1)=O N-(5-cyclopropyl-1H-pyrazol-3-yl)-2-(4-(1,2,5,6-tetrahydropyridin-3-yl)-1H-pyrazol-1-yl)acetamide